tert-butyl 1-(4-((dimethylamino)methyl)-1-oxo-1,2-dihydrophthalazin-6-yl)cyclobutane-1-carboxylate CN(C)CC1=NNC(C2=CC=C(C=C12)C1(CCC1)C(=O)OC(C)(C)C)=O